CC1=NC(=CC(=N1)OC=1C=C(C#N)C=CC1C1=CC=C2CCNCC2=C1)N1CCOCC1 3-(2-methyl-6-morpholin-4-ylpyrimidin-4-yl)oxy-4-(1,2,3,4-tetrahydroisoquinolin-7-yl)benzonitrile